2-(4-fluorophenyl)-3-[(4-nitrophenyl)methoxy]-4H-1-benzopyran-4-one FC1=CC=C(C=C1)C=1OC2=C(C(C1OCC1=CC=C(C=C1)[N+](=O)[O-])=O)C=CC=C2